N-(4-(3-methoxyphenyl)thiazol-2-yl)-2-(4-(4-methylphenyl)piperazin-1-yl)acetamide COC=1C=C(C=CC1)C=1N=C(SC1)NC(CN1CCN(CC1)C1=CC=C(C=C1)C)=O